8-(2-ethyl-4-{5-hydroxy-2-oxo-3-[5-(trifluoromethyl)-3-pyridinyl]-1-imidazolidinyl}phenoxy)pyrido[2,3-b]pyrazin-3(4H)-one C(C)C1=C(OC2=CC=NC=3NC(C=NC32)=O)C=CC(=C1)N1C(N(CC1O)C=1C=NC=C(C1)C(F)(F)F)=O